(1r,3s)-3-(cyanoamino)-N-(2-cyclohexyl-1,3-thiazol-5-yl)-1-methylcyclobutane-1-carboxamide C(#N)NC1CC(C1)(C(=O)NC1=CN=C(S1)C1CCCCC1)C